4-(5-(2,5-dihydro-1H-pyrrol-1-yl)pyridin-3-yl)-1H-1,2,3-triazole N1(CC=CC1)C=1C=C(C=NC1)C=1N=NNC1